alpha-(1-chlorocyclopropyl)-alpha-[2-(2,2-dichlorocyclopropyl)ethyl]-1H-1,2,4-triazole-1-ethanol ClC1(CC1)C(CN1N=CN=C1)(O)CCC1C(C1)(Cl)Cl